[Cl-].ClC1=C(C=CC(=C1)NC(CCCCCCCCCCCCC)=O)C1=CC(OC2=CC(=CC=C12)O[C@@H](C(=O)NC1CCN(CC1)C(CCCCC[P+](C1=CC=CC=C1)(C1=CC=CC=C1)C1=CC=CC=C1)=O)C)=O [6-[4-[[(2R)-2-[4-[2-Chloro-4-(tetradecanoylamino)phenyl]-2-oxo-chromen-7-yl]oxypropanoyl]amino]-1-piperidyl]-6-oxo-hexyl]-triphenyl-phosphonium chloride